2-sulfonylindole S(=O)(=O)=C1N=C2C=CC=CC2=C1